ClC1=NC2=NC(=C(N=C2C(=N1)C12CC(C1)(C2)C(F)(F)F)C)C 2-chloro-6,7-dimethyl-4-(3-(trifluoromethyl)bicyclo[1.1.1]Pentan-1-yl)pteridine